N-[(1S)-2-[[(1S)-2-amino-2-oxo-1-[[(3S)-2-oxopyrrolidin-3-yl]methyl]ethyl]amino]-1-(cyclopropylmethyl)-2-oxo-ethyl]-4,6-dichloro-1H-benzimidazole-2-carboxamide NC([C@H](C[C@H]1C(NCC1)=O)NC([C@H](CC1CC1)NC(=O)C1=NC2=C(N1)C=C(C=C2Cl)Cl)=O)=O